N-[5-(2,2-difluoroethyl)-4,6-dimethoxy-pyrimidin-2-yl]-6-methyl-7-(2-pyrimidyl)-1H-indole-3-sulfonamide FC(CC=1C(=NC(=NC1OC)NS(=O)(=O)C1=CNC2=C(C(=CC=C12)C)C1=NC=CC=N1)OC)F